γ-aminopropylethyldiethoxylsilane NCCC[Si](OCC)(OCC)CC